C1(CCCC1)N1N=CC(=C1)C1=CC(=C(C(=C1)O)N1CC(NS1(=O)=O)=O)F 5-(4-(1-Cyclopentyl-1H-pyrazol-4-yl)-2-fluoro-6-hydroxyphenyl)-1,2,5-thiadiazolidin-3-one 1,1-dioxide